C(CC(C)C)(=O)OCC[N+](C)(C)C isovalerylcholine